2-(methoxy-d3)-3-(pyrimidin-2-yl)aniline C(OC1=C(N)C=CC=C1C1=NC=CC=N1)([2H])([2H])[2H]